C(C1=CC=CC=C1)(=O)C1=C(C2=C(S1)C=C(C=C2)F)OC2=CC(=C(C=C2)/C=C/C(=O)O)C (E)-3-(4-((2-benzoyl-6-fluorobenzo[b]thiophen-3-yl)oxy)-2-methylphenyl)acrylic acid